BrC1=CC=C(C=N1)/C=C/C(=O)OCC (E)-ethyl 3-(6-bromopyridin-3-yl)acrylate